FC=1C=C(C=C(C1)OC)[C@@H](CO)NC([C@@H](C)N1C(C2=CC(=CC=C2C1)B1OC(C(O1)(C)C)(C)C)=O)=O (R)-N-((S)-1-(3-fluoro-5-methoxyphenyl)-2-hydroxyethyl)-2-(1-oxo-6-(4,4,5,5-tetramethyl-1,3,2-dioxaborolan-2-yl)isoindolin-2-yl)propionamide